CON=C(C)C(CC=1OC=CC1)C 4-(furan-2-yl)-3-methyl-2-butanone O-methyl oxime